The molecule is a nitrile that is pentanenitrile substituted by a 3,4-dimethoxyphenyl group at position 2, a methylamino group at position 4 and an isopropyl group at position 2. It is a metabolite of the drug verapamil. It has a role as a marine xenobiotic metabolite and a drug metabolite. It is a dimethoxybenzene, a nitrile and a secondary amino compound. CC(C)C(CCCNC)(C#N)C1=CC(=C(C=C1)OC)OC